N-(4-(4-amino-3-(3-methoxy-4-((4-methylpyrimidin-2-yl)oxy)phenyl)-1H-pyrazolo[3,4-d]pyrimidin-1-yl)phenyl)acrylamide NC1=C2C(=NC=N1)N(N=C2C2=CC(=C(C=C2)OC2=NC=CC(=N2)C)OC)C2=CC=C(C=C2)NC(C=C)=O